FC(C1(C(F)(F)O1)F)(F)F.[NH4+] ammonium hexafluoro propylene oxide